1-(6-amino-5-fluoro-3-methylpyridin-2-yl)-N-(5-cyano-6-(2H-1,2,3-triazol-2-yl)pyridine-3-yl)-5-(trifluoromethyl)-1H-pyrazole-4-carboxamide NC1=C(C=C(C(=N1)N1N=CC(=C1C(F)(F)F)C(=O)NC=1C=NC(=C(C1)C#N)N1N=CC=N1)C)F